[Cl-].[Cl-].C(CCCCC)=N hexaanimine dichloride